p-azidomethyl-phenyl-alanine N(=[N+]=[N-])CC1=CC=C(C=C1)N[C@@H](C)C(=O)O